FC1(CCN(CC1)CC1(CC1)CO)F (1-((4,4-Difluoropiperidin-1-yl)methyl)cyclopropyl)methanol